C(C)(C)C1(NC=NC=C1)B(O)O 4-isopropyl-4-pyrimidinyl-boronic acid